CC1=NC2=C(N1CC=1C=CC(=NC1)C(=O)O)C=CC=C2C2=CC=C(C=C2)C=2CCCCC2 5-((2-methyl-4-(2',3',4',5'-tetrahydro-[1,1'-biphenyl]-4-yl)-1H-benzo[d]imidazol-1-yl)methyl)picolinic acid